C(COCCN)OCCN 2,2'-(ethane-1,2-diylbis(oxy))bis(ethane-1-amine)